2-[[2-[4-(benzyloxymethyl)cyclohexyl]-6-bromo-5-methoxy-benzimidazol-1-yl]methoxy]ethyl-trimethyl-silane C(C1=CC=CC=C1)OCC1CCC(CC1)C1=NC2=C(N1COCC[Si](C)(C)C)C=C(C(=C2)OC)Br